C(C)(C)(C)C1=CC=C(C=C1)C(C(=O)C1=CC=C(C=C1)C(C)(C)C)=O 1,2-bis(4-tert-butylphenyl)ethane-1,2-Dione